FC(N1N=CC(=C1)C=1C(=CC(=NC1)NC1=NC(=NC=C1)C1=C(C=CC=C1OC)F)N1C[C@@H](CCC1)C(F)F)F (R)-N-(5-(1-(difluoromethyl)-1H-pyrazol-4-yl)-4-(3-(difluoromethyl)piperidin-1-yl)pyridin-2-yl)-2-(2-fluoro-6-methoxyphenyl)pyrimidin-4-amine